(S)-N-(5-(6-(4-(tert-butyl)-2-(2-methylmorpholino)phenyl)-1-oxo-3,4-dihydroisoquinolin-2(1H)-yl)-2-hydroxyphenyl)methanesulfonamide C(C)(C)(C)C1=CC(=C(C=C1)C=1C=C2CCN(C(C2=CC1)=O)C=1C=CC(=C(C1)NS(=O)(=O)C)O)N1C[C@@H](OCC1)C